C(CCCCCCCCCCCCCCC)[Si](Br)(Br)CCCCCCCCCCCCCCCC dihexadecyldibromosilane